CC=1C=C2C(=CC(=C(C2=CC1)OC(C(=C)C)=O)N)OC 6-methyl-2-amino-4-Methoxy-1-methacryloyloxynaphthalene